4-((5-(3-(4-(Prop-2-yn-1-yl)piperazin-1-yl)propoxy)-1H-indol-1-yl)sulfonyl)benzohydrazide C(C#C)N1CCN(CC1)CCCOC=1C=C2C=CN(C2=CC1)S(=O)(=O)C1=CC=C(C(=O)NN)C=C1